(5-bromopyridin-2-yl)-2-methylpropanoic acid BrC=1C=CC(=NC1)C(C(=O)O)(C)C